C(#N)C(C)(C)C=1C=C(C(=O)NC2=CC(=C(C=C2)F)[N+](=O)[O-])C=CC1 3-(2-cyanopropan-2-yl)-N-(4-fluoro-3-nitrophenyl)benzamide